C(C(C)C)N1CCN(CC1)C1=CC=C(C=C1)NC1=NC=CC(=N1)NC1=NC(=NC=C1)C1=NC(=CC=C1)C N2-[4-(4-isobutylpiperazin-1-yl)phenyl]-N4-[2-(6-methyl-2-pyridyl)pyrimidin-4-yl]pyrimidine-2,4-diamine